FC(C(=O)N1CC2=CC(=CC=C2CC1)S(=O)(=O)N[C@@H](C)C1=CC=C(C=C1)C(F)(F)F)(F)F (S)-2-(2,2,2-trifluoroacetyl)-N-(1-(4-(trifluoromethyl)phenyl)ethyl)-1,2,3,4-tetrahydroisoquinoline-7-sulfonamide